BrC1=NN(C(=C1)C(=O)N(C)C1=C(C=C(C=C1C(=O)N(CC)CC)Cl)Cl)C1=NC=CC=C1Cl 3-bromo-1-(3-chloropyridin-2-yl)-N-(2,4-dichloro-6-(diethylaminoformyl)phenyl)-N-methyl-1H-pyrazole-5-carboxamide